C1CCOCC1 The molecule is a saturated organic heteromonocyclic parent that is cyclohexane in which one of the carbon atoms has been replaced by an oxygen atom. It is a saturated organic heteromonocyclic parent and a member of oxanes.